NC=1C(=C2C(=NC1C(=O)N)N(C=C2C=2C=NNC2)CC)C2=C(C(=CC=C2)O)C (M)-5-amino-1-ethyl-4-(3-hydroxy-2-methylphenyl)-3-(1H-pyrazol-4-yl)-1H-pyrrolo[2,3-b]pyridine-6-carboxamide